2,2,3,4,4,5-hexafluoro-5-(heptafluoropropyl)tetrahydro-3-(trifluoromethyl)-cis-furan FC1(O[C@](C([C@]1(C(F)(F)F)F)(F)F)(C(C(C(F)(F)F)(F)F)(F)F)F)F